5-amino-1-(5-phospho-D-ribosyl)imidazole-4-carboxamide NC1=C(N=CN1C1[C@H](O)[C@H](O)[C@H](O1)COP(=O)(O)O)C(=O)N